5-(difluoromethoxy)-1H-pyridine FC(OC=1C=CCNC1)F